FC=1C=C2C(=CC=NC2=CC1OC)N1CC2(C1)CC(C2)C[SH2](=O)C=N (S)-{[2-(6-fluoro-7-methoxyquinolin-4-yl)-2-azaspiro[3.3]heptan-6-yl]methyl}(imino)methyl-λ6-sulfanone